(S)-4-(3-fluorobenzyl)-N-(7-(2-(3-hydroxyoxetan-3-yl)ethoxy)-5-methyl-4-oxo-2,3,4,5-tetrahydrobenzo[b][1,4]oxazepin-3-yl)-1H-pyrazole-1-carboxamide FC=1C=C(CC=2C=NN(C2)C(=O)N[C@@H]2C(N(C3=C(OC2)C=CC(=C3)OCCC3(COC3)O)C)=O)C=CC1